C(C1=CC=CC=C1)(=O)N1[C@H](CN(CC1)C(=O)C1=NN2C(N=CC=C2C2=CC(=C(C=C2)OC)OC)=C1)C (S)-(4-benzoyl-3-methylpiperazin-1-yl)(7-(3,4-dimethoxyphenyl)pyrazolo[1,5-a]pyrimidin-2-yl)methanone